4-(3-(7-Fluoro-1-oxo-1,2-dihydro-isoquinolin-3-yl)pyrrolidin-1-yl)-N-methylpyridine-amide FC1=CC=C2C=C(NC(C2=C1)=O)C1CN(CC1)C1=CC(=NC=C1)C(=O)NC